2-amino-muconate N/C(/C(=O)[O-])=C\C=C\C(=O)[O-]